5-(4-fluorophenyl)-1H-pyrazole-3-carboxylic acid ethyl ester C(C)OC(=O)C1=NNC(=C1)C1=CC=C(C=C1)F